C1N(CCC2=CC=CC=C12)S(=O)(=O)C1=CC=C(C=C1)NC(=O)C1=CC=2C=NC=CC2O1 Furo[3,2-c]pyridine-2-carboxylic acid [4-(3,4-dihydro-1H-isoquinoline-2-sulfonyl)-phenyl]-amide